FC1=C(C=CC(=C1F)C#CC1=CC=C(C=C1)OCCCCC)C=1OC2=C(N1)C=C(C=C2)C 2-(2,3-difluoro-4-((4-(pentyloxy)phenyl)ethynyl)phenyl)-5-methylbenzoxazole